methyltris-(cyclohexylamino)silane C[Si](NC1CCCCC1)(NC1CCCCC1)NC1CCCCC1